C(C)(C)(C)C=1C=C(N(N1)C1=CC=C(C=C1)C)N N-[5-tert-butyl-2-(p-tolyl)pyrazol-3-yl]amine